N1=CN=C(C2=CC=CC=C12)C=1C=C(C=CC1)C(C)=O 1-(3-(quinazolin-4-yl)phenyl)ethan-1-one